FC1=CC=C(C#N)C=C1 L-4-fluorobenzonitrile